O1CC(=CC1)C=1C=NC(=NC1)NC1=C(C=CC=C1)OC (5-(2,5-dihydrofuran-3-yl)pyrimidin-2-yl)-2-methoxyaniline